(4-((5-chloro-4-(1-isopropyl-1H-pyrazolyl)pyrimidin-2-yl)amino)-3-(difluoromethoxy)phenyl)(4-methylpiperazin-1-yl)methanone ClC=1C(=NC(=NC1)NC1=C(C=C(C=C1)C(=O)N1CCN(CC1)C)OC(F)F)C1=NN(C=C1)C(C)C